COC(C(=O)C1=C(C(=O)C2=CC=CC=C2)C=CC=C1)OC dimethoxyethanoylbenzophenone